O1C(=CC=C1)CNC(C1=C(C=CC=C1)NCC(=O)NC1=CC=CC2=CC=CC=C12)=O N-(furan-2-ylmethyl)-2-((2-(naphthalen-1-ylamino)-2-oxoethyl)amino)benzamide